N-(3''-fluoro-4''-((((1-hydroxycyclopropyl)methyl)amino)methyl)-5''-methoxy-2,2'-dimethyl-[1,1':3',1''-terphenyl]-3-yl)-1-methyl-6-oxo-1,6-dihydropyrimidine-5-carboxamide FC=1C=C(C=C(C1CNCC1(CC1)O)OC)C=1C(=C(C=CC1)C1=C(C(=CC=C1)NC(=O)C1=CN=CN(C1=O)C)C)C